benzyl (s)-2-(((benzyloxy)carbonyl)amino)-4-((s,3s)-4,4,4-trifluoro-3-hydroxy-3-methylbutylsulfonimidoyl)butanoate C(C1=CC=CC=C1)OC(=O)N[C@H](C(=O)OCC1=CC=CC=C1)CC[S@@](=O)(=N)CC[C@](C(F)(F)F)(C)O